BrC=1N=C(N(C1)C)CCOC(NCC[C@H](C)O)=O 2-(4-bromo-1-methyl-imidazol-2-yl)ethyl-N-[(3S)-3-hydroxybutyl]carbamate